C(C)(=O)N(C1=C(C=C(C=C1)C1=CC=C(C=N1)C(=O)O)C)CC1CC1 6-[4-[acetyl(cyclopropylmethyl)amino]-3-methyl-phenyl]pyridine-3-carboxylic acid